N1C=C(C2=CC=CC=C12)C1CCC2=CC=CC=C12 3-(1H-indole-3-yl)-2,3-dihydro-1H-indene